2-oxo-1,2,3,4-tetrahydroquinoline-4-carbonitrile O=C1NC2=CC=CC=C2C(C1)C#N